bis(4-hydroxy-3,5-dimethylphenyl)dimethylsilane OC1=C(C=C(C=C1C)[Si](C)(C)C1=CC(=C(C(=C1)C)O)C)C